1-(5-(4-((1-(4-(2-butyl-1-oxo-1,2-dihydro-2,7-naphthyridin-4-yl)-2,6-dimethoxyphenethyl)-piperidin-4-yl)oxy)piperidine-1-carbonyl)-2-meth-oxyphenyl)dihydro-pyrimidine-2,4(1H,3H)-dione C(CCC)N1C(C2=CN=CC=C2C(=C1)C1=CC(=C(CCN2CCC(CC2)OC2CCN(CC2)C(=O)C=2C=CC(=C(C2)N2C(NC(CC2)=O)=O)OC)C(=C1)OC)OC)=O